C(=O)C1=C(OC[C@H]2CN(CCC2)C(=O)OC2=C(C(=CC=C2)O)C=O)C=CC=C1O 2-Formyl-3-hydroxyphenyl (3R)-3-(2-formyl-3-hydroxyphenoxymethyl)piperidin-1-carboxylat